C(C)(C)(C)OC(=O)N(C1=C(C(=O)O)C=C(C=C1F)NC1(CN(CC1)C(=O)OC(C)(C)C)C1=C(C(=CC=C1F)Cl)Cl)C(=O)OC(C)(C)C 2-[bis(tert-butoxycarbonyl)amino]-5-{[1-(tert-butoxycarbonyl)-3-(2,3-dichloro-6-fluorophenyl)pyrrolidin-3-yl]amino}-3-fluorobenzoic acid